N-(1-adamantylmethyl)-N-methyl-6-piperazine-1-ylpyridazine-3-carboxamide C12(CC3CC(CC(C1)C3)C2)CN(C(=O)C=2N=NC(=CC2)N2CCNCC2)C